5-(4-(methylsulfonyl)phenyl)thiazolo[5,4-b]pyridin-2-ol hydrochloride Cl.CS(=O)(=O)C1=CC=C(C=C1)C1=CC=C2C(=N1)SC(=N2)O